2-methyleneadipic acid C=C(C(=O)O)CCCC(=O)O